5-oxooxolane-3-sulfonyl fluoride O=C1CC(CO1)S(=O)(=O)F